((2-(((3S,6S,9aS)-3-(3-(cyanomethyl)azetidine-1-carbonyl)-5-oxooctahydro-1H-pyrrolo[1,2-a]azepin-6-yl)carbamoyl)benzo[b]thiophen-5-yl)difluoromethyl)phosphonic acid C(#N)CC1CN(C1)C(=O)[C@@H]1CC[C@H]2N1C([C@H](CCC2)NC(=O)C2=CC1=C(S2)C=CC(=C1)C(F)(F)P(O)(O)=O)=O